CC(CC=C)(OC)C dimethylmethoxy-3-butene